CSC=1N=CC2=C(N1)N=C(C=C2C#C[Si](C(C)C)(C(C)C)C(C)C)OC2CCOCC2 2-(methylthio)-7-((tetrahydro-2H-pyran-4-yl)oxy)-5-((triisopropylsilyl)ethynyl)pyrido[2,3-d]pyrimidine